5,10,15,20-tetrakis(4-aminophenyl)-21H,23H-porphyrin NC1=CC=C(C=C1)C=1C2=CC=C(N2)C(=C2C=CC(C(=C3C=CC(=C(C=4C=CC1N4)C4=CC=C(C=C4)N)N3)C3=CC=C(C=C3)N)=N2)C2=CC=C(C=C2)N